BrC1=CC2=C(C(=NO2)C2=C(\C=N\[S@@](=O)C(C)(C)C)C=CC=C2)C=C1 (S,E)-N-[2-(6-Bromobenzo[d]isoxazol-3-yl)benzylidene]-2-methylpropane-2-sulfinamide